FC1=C(C(=O)O)C=CC(=C1F)[N+](=O)[O-] 2,3-difluoro-4-nitrobenzoic acid